CNC(=O)C1=CC(=CC=2[C@](COC21)(C2=CC=CC=C2)C)C(=O)NCCC2CCNCC2 |r| (+/-)-N7,3-dimethyl-3-phenyl-N5-(2-(piperidin-4-yl)ethyl)-2,3-dihydrobenzofuran-5,7-dicarboxamide